2-((S)-1-((R)-aziridine-2-carbonyl)-4-(7-(3-hydroxynaphthalen-1-yl)-2-(((S)-1-methylpyrrolidin-2-yl)methoxy)-5,6,7,8-tetrahydropyrido[3,4-d]pyrimidin-4-yl)piperazin-2-yl)acetonitrile N1[C@H](C1)C(=O)N1[C@H](CN(CC1)C=1C2=C(N=C(N1)OC[C@H]1N(CCC1)C)CN(CC2)C2=CC(=CC1=CC=CC=C21)O)CC#N